CC1=CC(=O)N2C(=N1)N=CN2 7-hydroxy-5-methyl-1,3,4-triazaindolizine